5-(benzyloxy)-N-(3-carbamoyloxetan-3-yl)-2-methyl-2H-indazole-3-carboxamide C(C1=CC=CC=C1)OC1=CC2=C(N(N=C2C=C1)C)C(=O)NC1(COC1)C(N)=O